2-Bromo-7-(1-(3,4-difluorobenzyl)piperidin-3-yl)pyrazolo[1,5-a]pyrimidine BrC1=NN2C(N=CC=C2C2CN(CCC2)CC2=CC(=C(C=C2)F)F)=C1